C1(CC1)N(C(OC(C)(C)C)=O)C1CCN(CC1)C=1C2=CN(N=C2C(=CC1)C(NC1=CC2=CN(N=C2C(=C1)C=O)C)=O)C tert-butyl N-cyclopropyl-N-[1-[7-[(7-formyl-2-methyl-indazol-5-yl)carbamoyl]-2-methyl-indazol-4-yl]-4-piperidyl]carbamate